BrC=1C(=NC(=CC1O)C)O 3-bromo-6-methylpyridine-2,4-diol